tert-butyl (9-(5-bromopyrazin-2-yl)-3,9-diazaspiro[5.5]undec-1-yl)carbamate BrC=1N=CC(=NC1)N1CCC2(CCNCC2NC(OC(C)(C)C)=O)CC1